Cl.Cl.N[C@H](C(=O)NC1=CC=C(C=C1)C1=C(C=NC=C1)C)C(C1=CC=CC=C1)C1=CC=CC=C1 (S)-2-amino-N-(4-(3-methylpyridin-4-yl)phenyl)-3,3-diphenylpropanamide dihydrochloride